2-ethyl-5-phenylisoxazole C(C)N1OC(=CC1)C1=CC=CC=C1